methacryloyloxy ethyl ether C(C)OOC(C(=C)C)=O